C(#N)C1=CNC2=C(C=CC(=C12)C)NS(=O)(=O)C=1C=NN(C1)C(CO)F N-(3-Cyano-4-methyl-1H-indol-7-yl)-1-(1-fluoro-2-hydroxy-ethyl)pyrazol-4-sulfonamid